OCCCCCCC(C(=O)[O-])(C(=O)[O-])C 2-(6-hydroxyhexyl)-2-methylmalonate